tert-Butyl 4-methoxy-2-methyl-5,7-dihydro-6H-pyrrolo[3,4-d]pyrimidine-6-carboxylate COC=1C2=C(N=C(N1)C)CN(C2)C(=O)OC(C)(C)C